(2S)-2-(3-(1-benzyl-6-oxo-1,6-dihydropyridin-3-yl)piperidin-1-yl)-N-(5-chloropyridin-2-yl)propanamide C(C1=CC=CC=C1)N1C=C(C=CC1=O)C1CN(CCC1)[C@H](C(=O)NC1=NC=C(C=C1)Cl)C